trans-N-(8-amino-6-(5-amino-4-methylpyridin-3-yl)-7-fluoroisoquinolin-3-yl)-2-cyanocyclopropane-1-carboxamide NC=1C(=C(C=C2C=C(N=CC12)NC(=O)[C@H]1[C@@H](C1)C#N)C=1C=NC=C(C1C)N)F